(E)-2-(3,5-dimethoxyphenyl)-3-(dimethylamino)-1-(2,4,6-trifluorophenyl)-2-propen-1-one COC=1C=C(C=C(C1)OC)/C(/C(=O)C1=C(C=C(C=C1F)F)F)=C\N(C)C